CC12C(C(CC2C1)C1C(C1)C(CO)CC)(C)C 2-[2-(1,2,2-trimethyl-3-bicyclo[3.1.0]hexanyl)cycloprop-yl]butan-1-ol